C(C)N(CC)CC.N(=[N+]=[N-])CC1=CC=C2C(=CC3=C(NC(CC(N3C3=CC(=CC=C3)C3=NOC(N3)=S)=O)=O)C2=C1)Br 10-(azidomethyl)-7-bromo-5-(3-(5-thioxo-4,5-dihydro-1,2,4-oxadiazol-3-yl)phenyl)-1,5-dihydro-2H-naphtho[1,2-b][1,4]diazepine-2,4(3H)-dione triethylamine salt